4-propylamino-5H-naphthalene C(CC)NC1=CC=CC=2C=CCCC12